N-(2-(1-hydroxy-1-phenylethyl)phenyl)-4-(trifluoromethyl)benzenesulfonamide OC(C)(C1=CC=CC=C1)C1=C(C=CC=C1)NS(=O)(=O)C1=CC=C(C=C1)C(F)(F)F